2-[4-[(E)-3-[3-[(E)-3-[4-(Carboxymethoxy)phenyl]-3-oxoprop-1-enyl]phenyl]prop-2-enoyl]phenoxy]acetic acid C(=O)(O)COC1=CC=C(C=C1)C(/C=C/C=1C=C(C=CC1)/C=C/C(=O)C1=CC=C(OCC(=O)O)C=C1)=O